[(dimethylamino)methyl]octacos-9-enoate CN(C)COC(CCCCCCCC=CCCCCCCCCCCCCCCCCCC)=O